1-(1-(3-Methoxy-4-((6-methoxypyridin-3-yl)methoxy)benzyl)-1H-benzo[d]imidazol-5-yl)piperidin-4-amine COC=1C=C(CN2C=NC3=C2C=CC(=C3)N3CCC(CC3)N)C=CC1OCC=1C=NC(=CC1)OC